[N+](=O)([O-])C1=C2C=CN(C2=CC=C1)CCOCCOCC(=O)OCC Ethyl 2-[2-[2-(4-nitroindol-1-yl)ethoxy]ethoxy]acetate